BrC1=CC(=C(C(=N1)Cl)F)I 6-bromo-2-chloro-3-fluoro-4-iodo-pyridine